C(C)(C)OC1=CC=2N(C=C1C(=O)NC1=NC(=CC=C1)OC)C=C(N2)C21COC(C2)(C1)C 7-isopropoxy-N-(6-methoxypyridin-2-yl)-2-(1-methyl-2-oxabicyclo[2.1.1]hexan-4-yl)imidazo[1,2-a]pyridine-6-carboxamide